FC1=CN=C(S1)N1C=C(C(C2=CC=C(N=C12)N1CC(C1)C(NC1=NC=C(C=C1)OC)=O)=O)C(=O)O 1-(5-fluoro-1,3-thiazol-2-yl)-7-{3-[(5-methoxypyridin-2-yl)carbamoyl]azetidin-1-yl}-4-oxo-1,4-dihydro-1,8-naphthyridine-3-carboxylic acid